N-(2-(1H-Indol-3-yl)ethyl)-2-(difluoromethoxy)-N-methylethan-1-amine N1C=C(C2=CC=CC=C12)CCN(CCOC(F)F)C